methyl-chloroisothiazolin CC1C(=NSC1)Cl